(2S)-1-[2-[2-(8-chloro-4-oxo-chromen-2-yl)-5-methyl-phenoxy]acetyl]pyrrolidine-2-carboxylic acid ClC=1C=CC=C2C(C=C(OC12)C1=C(OCC(=O)N2[C@@H](CCC2)C(=O)O)C=C(C=C1)C)=O